2-(2,6-dioxopiperidin-3-yl)-4-(3-methyl-4-((3-morpholinoazetidin-1-yl)methyl)benzylamino)isoindoline-1,3-dione O=C1NC(CCC1N1C(C2=CC=CC(=C2C1=O)NCC1=CC(=C(C=C1)CN1CC(C1)N1CCOCC1)C)=O)=O